tert-butyl (S)-4-butyl-1,2,3-oxathiazolidine-3-carboxylate 2,2-dioxide C(CCC)[C@@H]1N(S(OC1)(=O)=O)C(=O)OC(C)(C)C